C(C1=CC=CC=C1)(=O)N1C(N(C=C(C1=O)F)[C@@H]1O[C@]([C@H]([C@@H]1F)O[Si](C)(C)C(C)(C)C)(C=C)CO[Si](C)(C)C(C)(C)C)=O 3-benzoyl-1-[(2R,3S,4R,5R)-4-[(tert-butyldimethylsilyl)oxy]-5-{[(tert-butyldimethylsilyl)oxy]methyl}-5-ethenyl-3-fluorooxolan-2-yl]-5-fluoropyrimidine-2,4-dione